2-bromo-1-(4-methoxyphenyl)ethan-1-Ol BrCC(O)C1=CC=C(C=C1)OC